FC(CN1N=NC(=C1)C(=O)NCC1=NC(=CC=C1)C(F)(F)F)CCN1N=NC(=C1)C(NCC1=CC(=CC=C1)OC(F)(F)F)=O 1-{2-fluoro-4-[4-({[3-(trifluoromethoxy)phenyl]methyl}carbamoyl)-1H-1,2,3-triazol-1-yl]butyl}-N-{[6-(trifluoromethyl)pyridin-2-yl]methyl}-1H-1,2,3-triazole-4-carboxamide